C(C)(C)(C)C1N=C(C2=CC=C(C=C2C1)B1OC(C(O1)(C)C)(C)C)C tert-butyl-1-methyl-6-(4,4,5,5-tetramethyl-1,3,2-dioxaborolan-2-yl)-3,4-dihydroisoquinoline